NCCN1C(=NC(=C1C(C)=O)C=1C(=NC=CC1)OC(F)F)C (1-(2-aminoethyl)-4-(2-(difluoromethoxy)pyridin-3-yl)-2-methyl-1H-imidazol-5-yl)ethan-1-one